tetradeca-5,8,11-trien-1-ol C(CCCC=CCC=CCC=CCC)O